(5-methoxy-3-methylbenzofuran-2-yl)(pyrrolidin-1-yl)methanone tert-butyl-(5-bromo-6-chloro-9H-pyrido[2,3-b]indol-8-yl)(methyl)carbamate C(C)(C)(C)OC(N(C)C=1C=C(C(=C2C3=C(NC12)N=CC=C3)Br)Cl)=O.COC=3C=CC1=C(C(=C(O1)C(=O)N1CCCC1)C)C3